ethylnorbornadiene C(C)C1=C2CCC(=C1)C2